O1C(COC2=C1C=CC=C2)CN2CC(CCC2)C2=CC=C(C=C2)O 4-[1-(2,3-Dihydrobenzo[1,4]dioxin-2-ylmethyl)piperidin-3-yl]phenol